C(#N)C=1N=C(C(=NC1)C(C)NC(CN1S(C2=C(NC1=O)C=CC(=C2F)F)(=O)=O)=O)C N-[1-(5-cyano-3-methylpyrazin-2-yl)ethyl]-2-(7,8-difluoro-1,1,3-trioxo-4H-1lambda6,2,4-benzothiadiazin-2-yl)acetamide